4-(diethylamino)phenylamine C(C)N(C1=CC=C(C=C1)N)CC